Racemic-tert-butyl 2-[1-[4-(2,6-dioxo-3-piperidyl)-2,3-dihydro-1,4-benzoxazin-8-yl]-4-piperidyl]acetate O=C1NC(CC[C@H]1N1CCOC2=C1C=CC=C2N2CCC(CC2)CC(=O)OC(C)(C)C)=O |r|